C(C)NC\C=C/C1=C(C=CC(=C1)F)S(=O)(=O)NC1=C(C2=C([C@@H]3[C@H](CO2)C3)C=C1)C(=O)O |r| (1aRS,7bSR)-5-[2-((Z)-3-ethylaminoprop-1-enyl)-4-fluoro-benzenesulfonylamino]-1,1a,2,7b-tetrahydrocyclopropa-[c]benzopyran-4-carboxylic acid